COC=1C=C2C(=CC=NC2=CC1OC)OC1=C(C=C(N)C=C1)F 4-((6,7-Dimethoxyquinolin-4-yl)oxy)-3-fluoroaniline